(1-(2,6-Dimethoxyphenyl)-2-(ethoxymethyl)-1H-imidazo[4,5-b]pyrazin-6-yl)benzenesulfonamide COC1=C(C(=CC=C1)OC)N1C(=NC=2C1=NC(=CN2)C2=C(C=CC=C2)S(=O)(=O)N)COCC